ClC=1C=C(C=C(C1)F)NC(=O)C=1N(C2=CC=C(C=C2C1)NC(C1=C(C=CC(=C1)CNC(C(C)C)=O)Cl)=O)CC(F)(F)F N-(3-chloro-5-fluorophenyl)-5-(2-chloro-5-(isobutyrylaminomethyl)benzoylamino)-1-(2,2,2-trifluoroethyl)-1H-indole-2-carboxamide